BrC=1C=C2C(=C(N(C2=CC1)CC)C=1C(=NC=CC1)[C@H](C)OC)CC(C(=O)OCC)(C)C ethyl (S)-3-(5-bromo-1-ethyl-2-(2-(1-methoxyethyl)pyridin-3-yl)-1H-indol-3-yl)-2,2-dimethylpropanoate